ClC1=C(C=CC=C1C1=NC(=C(C=C1)CN[C@@H]1C[C@@H](C1)O)OC)C1=C2C=NN(C2=CC=C1)C1=CC(=C(C=N1)CN1CC(C1)(O)C)OC 1-((6-(4-(2-chloro-(5-(((cis-3-hydroxycyclobutyl)amino)methyl)-6-methoxypyridin-2-yl)phenyl)-1H-indazol-1-yl)-4-methoxypyridin-3-yl)methyl)-3-methylazetidin-3-ol